N[C@@H]1[C@@H](N(CC12CC2)C(=O)OC(C)(C)C)CC=2C(=C(C=C(C2)F)C2=CC=CC=C2)F tert-butyl (6s,7s)-7-amino-6-((2,5-difluoro-[1,1'-biphenyl]-3-yl) methyl)-5-azaspiro[2.4]heptane-5-carboxylate